ClC1=CC(=C(CCS(=O)(=O)[O-])C=C1)F (4-chloro-2-fluorobenzyl)methanesulfonate